N(=[N+]=[N-])[C@@H]1[C@@H](CCCCC1)N1CCN(CC1)C(=O)OC(C)(C)C cis-tert-butyl 4-(2-azidocycloheptyl)piperazine-1-carboxylate